C1(=CC=C(C=C1)C1CCNCC1)C1=CC=CC=C1 4-(4-biphenylyl)piperidine